3-chloro-1-methyl-pyrazol-4-amine ClC1=NN(C=C1N)C